OC1=C(C2=CC=CC=C2C=C1)N1C(C=CC1=O)=O 1-(2-hydroxynaphthalen-1-yl)-1H-pyrrole-2,5-dione